FCC1=NC(=CC=C1)C 2-(fluoromethyl)-6-methylpyridin